2,5-dimethoxyfluoroamphetamine COC1=C(CC(NF)C)C=C(C=C1)OC